NC1=NC(=C(C=2C1=NN(C2)CC2=NC=CC=C2)C2=NC=NC=C2)C2=C(C#N)C=CC=C2 (7-amino-2-(pyridin-2-ylmethyl)-4-(pyrimidin-4-yl)-2H-pyrazolo[3,4-c]pyridin-5-yl)benzonitrile